benzyl (R)-7-((2-((tert-butyldimethylsilyl)oxy)ethyl)sulfonyl)-2-(2-fluoro-3-((S)-3-methoxy-2-methyl-3-oxopropyl)phenyl)-2,6,6-trimethylheptanoate [Si](C)(C)(C(C)(C)C)OCCS(=O)(=O)CC(CCC[C@](C(=O)OCC1=CC=CC=C1)(C)C1=C(C(=CC=C1)C[C@@H](C(=O)OC)C)F)(C)C